S1N=C(C=N1)COC1=CC=C2C=C(NC2=C1)CNC(=O)C1(CC1)C N-((6-((1,2,5-thiadiazol-3-yl)methoxy)-1H-indol-2-yl)methyl)-1-methylcyclopropane-1-carboxamide